FC(CCC(C(=O)OCCCCC)C(C(=O)OCCCCC)C)(F)F dipentyl 2-(3,3,3-trifluoropropyl)-3-methylsuccinate